FC=1C=C2[C@H](NC=3C=CN4N=CC(C(NCC5(OC2=C(C1)C5)C)=O)=C4N3)C (3R)-6-fluoro-3,11-dimethyl-10-oxa-2,13,17,18,21-pentaazapentacyclo[13.5.2.18,11.04,9.018,22]tricosa-1(21),4,6,8,15(22),16,19-heptaen-14-one